CC=1N(C2=CC=CC=C2C1C1(OC(=O)C2=CC=CN=C12)C1=C(C=C(C=C1)N(CC)CC)OCC)CCCCCCCC 3-(2-methyl-1-n-octylindol-3-yl)-3-(4-diethylamino-2-ethoxyphenyl)-4-azaphthalide